C(=O)(OCC1=CC=CC=C1)N[C@H](C(=O)C1=CC(=CC=C1)OCC1=CC=CC=C1)C (2S)-2-(carbobenzoxy)amino-1-(3-(benzyloxy)phenyl)-1-propanone